8-((3R,4R)-4-(2-fluoro-4-(trifluoromethyl)phenoxy)-3-methylpiperidin-1-yl)-5-methyl-6-oxo-5,6-dihydro-1,5-naphthyridine-2-carbonitrile FC1=C(O[C@H]2[C@@H](CN(CC2)C2=CC(N(C=3C=CC(=NC23)C#N)C)=O)C)C=CC(=C1)C(F)(F)F